1-(4-{4-[(6-Cyclopropyl-imidazo[1,5-a]pyrazin-5-yl)-hydroxy-methyl]-[1,2,3]triazol-1-yl}-phenoxy)-2-methyl-propan-2-ol C1(CC1)C=1N=CC=2N(C1C(C=1N=NN(C1)C1=CC=C(OCC(C)(O)C)C=C1)O)C=NC2